N-[2,3,3,3-tetrafluoro-2-(heptafluoropropoxy)propionyl]-gamma-aminopropyltriethoxysilane FC(C(=O)NCCC[Si](OCC)(OCC)OCC)(C(F)(F)F)OC(C(C(F)(F)F)(F)F)(F)F